Cl.N[C@H]1[C@@H](CCC1)O (1R,2R)-trans-2-aminocyclopentanol HCl